5-bromo-2-(cyclopropylsulfanyl)pyrimidine BrC=1C=NC(=NC1)SC1CC1